N-t-butyl-2-(3-triethoxysilylpropyl)succinimide C(C)(C)(C)N1C(C(CC1=O)CCC[Si](OCC)(OCC)OCC)=O